C1OCC12CC(C2)N2CC(CC2)CNC(=O)C2CCN(CC2)C2=NC(=NO2)C2=CC=C(C=C2)OC N-((1-(2-oxaspiro[3.3]heptan-6-yl)pyrrolidin-3-yl)methyl)-1-(3-(4-methoxyphenyl)-1,2,4-oxadiazol-5-yl)piperidine-4-carboxamide